methyl 2-((5-hydroxypentan-2-yl)oxy)-6-(6-((2-methylallyl)oxy)-8-oxo-9-((2-(trimethylsilyl)ethoxy) methyl)-8,9-dihydro-7H-purin-7-yl)nicotinate OCCCC(C)OC1=C(C(=O)OC)C=CC(=N1)N1C(N(C2=NC=NC(=C12)OCC(=C)C)COCC[Si](C)(C)C)=O